ClC=1C(=NC(=NC1)NC1=CC=C(C=C1)N1CCNCC1)C(=O)NC1=C(C=CC=C1Cl)Cl chloro-N-(2,6-dichlorophenyl)-2-((4-(piperazin-1-yl)phenyl)amino)pyrimidine-4-carboxamide